4-[2-(2-aminopyridin-3-yl)-5-phenylimidazo[4,5-b]pyridin-3-yl]-N-(1-benzofuran-6-ylmethyl)benzamide NC1=NC=CC=C1C1=NC=2C(=NC(=CC2)C2=CC=CC=C2)N1C1=CC=C(C(=O)NCC2=CC3=C(C=CO3)C=C2)C=C1